C12CN(CC(CC1)N2)C=2C=C1CC[C@H](CC1=CC2C#N)NC(=O)C2=C(C=1C(=NC(=CN1)C)S2)N N-((2R)-6-(3,8-diazabicyclo[3.2.1]octan-3-yl)-7-cyano-1,2,3,4-tetrahydronaphthalen-2-yl)-7-amino-3-methylthieno[2,3-b]pyrazine-6-carboxamide